OCC(=O)C1=CC=CC=C1 Hydroxylacetophenon